OP(O)(=O)OP(=O)(O)O.C1=CC=CC=2NC3=CC=CC=C3C(C12)=O acridone diphosphate